CN1N=C(C(=C1C(=O)OC)[N+](=O)[O-])C(=O)OC dimethyl 1-methyl-4-nitro-1H-pyrazole-3,5-dicarboxylate